amino-6-chloro-4-isopropylnicotinonitrile NC1=C(C#N)C(=CC(=N1)Cl)C(C)C